ClC(C(=O)OCCCCCC(C)C)OF Isooctyl chlorofluorooxyacetate